1-(4,5,6,7-tetrahydropyrazolo[1,5-a]pyrazin-2-yl)ethanol trifluoroacetate salt FC(C(=O)O)(F)F.N1=C(C=C2N1CCNC2)C(C)O